tert-butyl (2S)-4-[1-[1-[(4-methoxyphenyl)methyl]-2,6-dioxo-3-piperidyl]-3-methyl-2-oxo-benzimidazol-4-yl]-2-methyl-piperazine-1-carboxylate COC1=CC=C(C=C1)CN1C(C(CCC1=O)N1C(N(C2=C1C=CC=C2N2C[C@@H](N(CC2)C(=O)OC(C)(C)C)C)C)=O)=O